OC=1C=C(C(=O)O[C@H]2[C@H](OC3=CC(=CC(=C3C2)O)O)C2=CC(=C(C(=C2)O)O)O)C=C(C1O)OC(CC)=O (2R,3R)-5,7-dihydroxy-2-(3,4,5-trihydroxyphenyl)chroman-3-yl 3,4-dihydroxy-5-(propionyloxy)benzoate